N'-(4-bromophenyl)-4-(2,4-dioxopyrrolidin-3-ylidene)-4-(phenylamino)butyrylhydrazine BrC1=CC=C(C=C1)NNC(CCC(NC1=CC=CC=C1)=C1C(NCC1=O)=O)=O